CC=1C=C(OCCOC2=CC(=CC=C2)C)C=CC1 1,2-Di-(3-methylphenoxy)ethane